[(3aS,4R,6aR)-4-[(6-bromo-3-pyridazinyl)amino]hexahydrocyclopenta[c]pyrrol-2(1H)-yl](5,5-Dioxido-6,7-dihydro-4H-thieno[3,2-c]thiopyran-2-yl)methanone BrC1=CC=C(N=N1)N[C@@H]1CC[C@H]2CN(C[C@H]21)C(=O)C2=CC=1CS(CCC1S2)(=O)=O